N-(4-aminophenylethyl)-3-methylquinolin-4-amine NC1=CC=C(C=C1)CCNC1=C(C=NC2=CC=CC=C12)C